NC1=C(C=C(C=N1)C=1C=C2N(N1)CCC21CN(CC1)C(=O)N[C@@H](C)C=1C(=NN(C1)C)C(F)(F)F)C(F)(F)F 2'-[6-amino-5-(trifluoromethyl)pyridin-3-yl]-N-{(1S)-1-[1-methyl-3-(trifluoromethyl)-1H-pyrazol-4-yl]ethyl}-5',6'-dihydrospiro[pyrrolidine-3,4'-pyrrolo[1,2-b]pyrazole]-1-carboxamide